FC1=CC=C(C=C1)[C@H](C)OC=1C=C(C=CC1NS(=O)(=O)CC(F)(F)F)C1=NN(C(=C1C(=O)N)NC1=NC=C(N=C1)C)COCC[Si](C)(C)C 3-{3-[(1S)-1-(4-fluorophenyl)ethoxy]-4-(2,2,2-trifluoroethanesulfonamido)phenyl}-5-[(5-methylpyrazin-2-yl)amino]-1-{[2-(trimethylsilyl)ethoxy]methyl}-1H-pyrazole-4-carboxamide